methyl-pyrazole-3-carboxamide CC=1C(=NNC1)C(=O)N